Octacosanyl-dimethyl-ammonium chloride [Cl-].C(CCCCCCCCCCCCCCCCCCCCCCCCCCC)[NH+](C)C